rac-(1R,2s,4s)-1-((2'-(benzyloxy)-6-fluoro-[1,1'-biphenyl]-3-yl)methyl)-2-methyl-4-(methylsulfonamido)cyclopentane-1-carboxamide C(C1=CC=CC=C1)OC1=C(C=CC=C1)C1=CC(=CC=C1F)C[C@@]1([C@H](C[C@@H](C1)NS(=O)(=O)C)C)C(=O)N |r|